4,4'-bis(2-methyloxiran-2-yl)-1,1'-biphenyl CC1(OC1)C1=CC=C(C=C1)C1=CC=C(C=C1)C1(OC1)C